C1(CC1)CN1C(=CC2=CC(=CC=C12)C=1C=NC=C(C1)OC)C1=CC(=NC=C1)C 1-(cyclopropylmethyl)-5-(5-methoxypyridin-3-yl)-2-(2-methylpyridin-4-yl)-1H-indole